4-((S)-3-(cyanomethyl)-4-(2-fluoroacryloyl)piperazin-1-yl)-8-fluoro-2-(((S)-1-methylpyrrolidin-2-yl)methoxy)-7-(5,6,7,8-tetrahydronaphthalen-1-yl)-4a,8a-dihydroquinoline-3-acetonitrile C(#N)C[C@H]1CN(CCN1C(C(=C)F)=O)C1=C(C(=NC2C(=C(C=CC12)C1=CC=CC=2CCCCC12)F)OC[C@H]1N(CCC1)C)CC#N